oxa-aza-bicyclo[3.2.1]Octane N12OCCC(CC1)C2